N1N=NN=C1CCSCC[C@@H](C(=O)OC)NC(=O)OC(C)(C)C (S)-methyl 4-((2-(1H-tetrazol-5-yl)ethyl)thio)-2-((tert-butoxy carbonyl)amino)butanoate